3-AMINO-2-BROMOBENZALDEHYDE NC=1C(=C(C=O)C=CC1)Br